melamine oxide [N+]=1(C(N)=NC(N)=NC1N)[O-]